COC1=CN=C(C(=N1)C(C)N)C1=NC=CC=N1 1-(6-methoxy-3-pyrimidin-2-yl-pyrazin-2-yl)ethanamine